4-amino-7-fluoro-1-methylpyrazolo[4,3-c]quinolin NC1=NC=2C=C(C=CC2C2=C1C=NN2C)F